ClC1=C(C=C(OCC(=O)NC23CC(C2)(C3)NC(COC3=CC(=CC=C3)OC(F)F)=O)C=C1)F 2-(4-chloro-3-fluorophenoxy)-N-(3-{2-[3-(difluoromethoxy)phenoxy]acetylamino}bicyclo[1.1.1]pentan-1-yl)acetamide